C[C@H]1NC2=C(NC(C1)=O)C=C(C=C2C=2C=CC=C1C=C(N=CC21)C=2C=CC(=NC2)C(=O)[O-])C(NC)=O.[Li+] lithium (R)-5-(8-(4-methyl-8-(methylcarbamoyl)-2-oxo-2,3,4,5-tetrahydro-1H-benzo[b][1,4]diazepin-6-yl)isoquinolin-3-yl)picolinate